C1(=CC=CC=C1)N1C(C2=CC=CC=C2C(N1)=O)=O 2-phenyl-2,3-dihydro-phthalazine-1,4-dione